ClC1=C(C(=CC=2C(N3[C@@H](COC21)CNCC3)=O)C)C3=C(C=CC=C3O)F (12aR)-10-chloro-9-(2-fluoro-6-hydroxyphenyl)-8-methyl-1,2,3,4,12,12a-hexahydro-6H-pyrazino[2,1-c][1,4]benzooxazepin-6-one